C(C)OC(=O)C1=C(N=C(S1)C1=CC=2N(C=C1)N=CC2C=2C(=NNC2C)C)OCC.N2(CCCC2)C=2C=CC(=NC2)C(=O)N 5-(pyrrolidin-1-yl)pyridine-2-carboxamide ethyl-2-[3-(3,5-dimethyl-1H-pyrazol-4-yl)pyrazolo[1,5-a]pyridin-5-yl]-4-ethoxy-thiazole-5-carboxylate